C(C1=CC=CC=C1)(=O)[C@H]1[C@@H](C12C(C1=CC=CC=C1C2=O)=O)C2=C(C=C(C=C2)Cl)Cl (2S,3S)-2-benzoyl-3-(2,4-dichlorophenyl)spiro[cyclopropane-1,2'-indene]-1',3'-dione